N-(3-(2-(2,2-dimethylpyrrolidin-1-yl)-5-(2-((2,2-dioxido-2-thiaspiro[3.3]heptan-6-yl)amino)pyrimidin-4-yl)thiazol-4-yl)-2-fluorophenyl)-2,6-difluorobenzenesulfonamide CC1(N(CCC1)C=1SC(=C(N1)C=1C(=C(C=CC1)NS(=O)(=O)C1=C(C=CC=C1F)F)F)C1=NC(=NC=C1)NC1CC2(CS(C2)(=O)=O)C1)C